(1R,5S,6r)-6-(2-(2-(trifluoromethyl)nicotinyl)hydrazine-1-carbonyl)-3-azabicyclo[3.1.0]Hexane-3-carboxylic acid tert-butyl ester C(C)(C)(C)OC(=O)N1C[C@H]2C([C@H]2C1)C(=O)NNCC1=C(N=CC=C1)C(F)(F)F